C(C)(=O)NC1=C(C(=CC=C1F)[N+](=O)[O-])N1C[C@@H](CC1)NC(OC(C)(C)C)=O (R)-tert-Butyl 1-(2-acetamido-3-fluoro-6-nitrophenyl)pyrrolidin-3-ylcarbamate